O[C@@H]1[C@H](C[C@H]([C@@H]1O)N1C=CC2=C1N=CN=C2C)OC2=C(C#N)C=CC=C2 2-(((1S,2S,3S,4R)-2,3-dihydroxy-4-(4-methyl-7H-pyrrolo[2,3-d]pyrimidin-7-yl)cyclopentyl)oxy)benzonitrile